tetrahydro-pyrazolo[3,4-d]pyrimidin N1NCC2C1=NC=NC2